(2S,3R,4S,5S,6S)-2-(((4aR,10aR)-7-methoxy-1-propyl-1,2,3,4,4a,5,10,10a-octahydrobenzo[g]quinolin-6-yl)oxy)-6-(ethoxycarbonyl)tetrahydro-2H-pyran-3,4,5-triyl triacetate C(C)(=O)O[C@H]1[C@@H](O[C@@H]([C@H]([C@@H]1OC(C)=O)OC(C)=O)C(=O)OCC)OC1=C(C=CC2=C1C[C@H]1CCCN([C@@H]1C2)CCC)OC